BrC1C=CC=2C=3C=C4C(=CC3CC2C1=O)C=CC=C4 2-bromo-11H-benzo[b]fluorenone